6-(2-(2,2-difluorocyclopropoxy)ethoxy)-7-methoxy-2-methylquinoline FC1(C(C1)OCCOC=1C=C2C=CC(=NC2=CC1OC)C)F